(+/-)-1-benzyl-N5-(2-((trans)-2-hydroxyethyl)cyclopropyl)-N3-methyl-2-oxo-1,2-dihydropyridine-3,5-dicarboxamide C(C1=CC=CC=C1)N1C(C(=CC(=C1)C(=O)NC1C(C1)CCO)C(=O)NC)=O